FC(C=1C=C(C=C(C1)OCC1=CC=C(C#N)C=C1)OCC1=CC=C(C#N)C=C1)(F)F 4,4'-(((5-(trifluoromethyl)-1,3-phenylene)bis(oxy))bis(methylene))dibenzonitrile